OCC1C(C(C(CO1)O)O)O 6-(hydroxymethyl)-tetrahydro-2H-pyran-3,4,5-triol